N-[Trans-(7RS,9RS)-9-[3-(benzimidazol-1-yl)propanoylamino]-3-cyclopropyl-5-(2-methylpropylsulfamoyl)-8,9-dihydro-7H-cyclopenta[h]isochinolin-7-yl]pyridin-3-carboxamid N1(C=NC2=C1C=CC=C2)CCC(=O)N[C@@H]2C[C@H](C1=CC(=C3C=C(N=CC3=C12)C1CC1)S(NCC(C)C)(=O)=O)NC(=O)C=1C=NC=CC1 |r|